(R)-(-)-2-carboxycyclobutylamine C(=O)(O)C1[C@@H](CC1)N